O.C(CCC(=O)O)(=O)O.C(C(C)C)N(CCCN1CCN(CC1)CCCNC1=NC2=C(N1)C=CC=C2)CC(C)C.C(CCC(=O)O)(=O)O.C(CCC(=O)O)(=O)O.C(C(C)C)N(CC(C)C)CCCN2CCN(CC2)CCCNC2=NC1=C(N2)C=CC=C1 N-(3-(4-(3-(diisobutylamino)propyl)piperazin-1-yl)propyl)-1H-benzo[d]imidazol-2-amine sesqui-succinate salt hemi-hydrate